N-{2-[(3S)-3-(aminomethyl)-4-methylpiperazin-1-yl]-3-chloro-4-(2-Fluorophenoxy)Phenyl}-1-(2,2-difluoroethyl)-1H-pyrazole-3-carboxyamide NC[C@H]1CN(CCN1C)C1=C(C=CC(=C1Cl)OC1=C(C=CC=C1)F)NC(=O)CC1=NN(C=C1)CC(F)F